ClC=1C(=NC(=NC1)NC=1C=C(C(=C(C1)NC(C)=O)N1CC(CC1)N(C)C)F)C1=CNC2=CC=CC=C12 N-(5-((5-chloro-4-(1H-indol-3-yl)pyrimidin-2-yl)amino)-2-(3-(dimethylamino)pyrrolidin-1-yl)-3-fluorophenyl)acetamide